2-tert-butyl-4-(3-hydroxy-propoxy)-6-(5-phenylsulfanyl-benzotriazol-2-yl)-phenol C(C)(C)(C)C1=C(C(=CC(=C1)OCCCO)N1N=C2C(=N1)C=CC(=C2)SC2=CC=CC=C2)O